ethyl 5-oxo-4,5-dihydrothieno[3,2-b]pyridine-6-carboxylate O=C1C(=CC2=C(N1)C=CS2)C(=O)OCC